(2S)-2-[1-(Cyclopropylacetyl)-1,2,3,4-tetrahydrochinolin-6-yl]-N-(4-fluorophenyl)propanamid C1(CC1)CC(=O)N1CCCC2=CC(=CC=C12)[C@@H](C(=O)NC1=CC=C(C=C1)F)C